(S)-Ethyl 2'-((2,3-dimethyl-5-((1-(4-nitrophenyl)ethyl)carbamoyl)-1H-indol-1-yl)methyl)-[1,1'-biphenyl]-4-carboxylate CC=1N(C2=CC=C(C=C2C1C)C(N[C@@H](C)C1=CC=C(C=C1)[N+](=O)[O-])=O)CC1=C(C=CC=C1)C1=CC=C(C=C1)C(=O)OCC